C(#N)CCN1CCN(CC1)C=1SC=2CN([C@@H](CC2N1)C)C(=O)OC(C)(C)C (R)-tert-butyl 2-(4-(2-cyanoethyl)piperazin-1-yl)-6-methyl-6,7-dihydrothiazolo[5,4-c]pyridine-5(4H)-carboxylate